(N-phenyl)aminopropyl-trimethoxysilane C1(=CC=CC=C1)NCCC[Si](OC)(OC)OC